C(C(C)C)S(=O)(=O)N[C@@H](C(N)C1=CC=CC=C1)C1=CC=CC=C1 (R)-N-(isobutanesulfonyl)-1,2-diphenylethylenediamine